BrC=1C=C(C=CC1)S(=O)(=O)N[C@H](C(N)=S)CC1=CC(=CC=C1)C#N (2S)-2-(3-bromobenzenesulfonamido)-3-(3-cyanophenyl)propanethioamide